2'-chloro-5'-methoxy-6-methyl-N-(5-[(2H-1,2,3,4-tetrazol-5-yl)methoxy]-1,3-benzothiazol-2-yl)-[4,4'-bipyridine]-3-carboxamide ClC1=NC=C(C(=C1)C1=C(C=NC(=C1)C)C(=O)NC=1SC2=C(N1)C=C(C=C2)OCC=2N=NNN2)OC